2-{1-[3-(1-{[2-(trimethylsilyl)ethoxy]methyl}-1H-1,3-benzodiazol-2-yl)propyl]azetidin-3-yl}-1,3-oxazole-4-carboxylate C[Si](CCOCN1C(=NC2=C1C=CC=C2)CCCN2CC(C2)C=2OC=C(N2)C(=O)[O-])(C)C